CN(CC(=O)N1CCC(CC1)C=1SC2=C(N1)C(=C(N2)C2=CC(=NC(=C2)C)C)C(C)C)C 2-(dimethylamino)-1-(4-(5-(2,6-dimethylpyridin-4-yl)-6-isopropyl-4H-pyrrolo[3,2-d]thiazol-2-yl)piperidin-1-yl)ethan-1-one